C(C1=CC=CC=C1)C1N(CCC1)C1=NC(=CC(=N1)N1C[C@@H](OCC1)C)OCC1=CC=C(C=C1)OC (2S)-4-(2-(2-benzylpyrrolidin-1-yl)-6-((4-methoxybenzyl)oxy)pyrimidin-4-yl)-2-methylmorpholine